C(OCC)(OCCC(F)(F)F)=O ethyl (3,3,3-trifluoropropyl) carbonate